FC=1C(=NC(=C(C1)F)OC1=C(C=CC=C1)O)N1C(N(C(=CC1=O)C(F)(F)F)C)=O 3-[3,5-difluoro-6-(2-hydroxyphenoxy)-2-pyridinyl]-1-methyl-6-trifluoromethyl-pyrimidine-2,4-dione